tert-butyl-3-oxo-2-({[(1s,4s)-4-(2-hydroxyphenyl)cyclohexyl]oxy}methyl)-piperidine-1-carboxylate C(C)(C)(C)OC(=O)N1C(C(CCC1)=O)COC1CCC(CC1)C1=C(C=CC=C1)O